sodium diaminostilbenedisulfonate NC(=C(C1=C(C(=CC=C1)S(=O)(=O)[O-])S(=O)(=O)[O-])N)C1=CC=CC=C1.[Na+].[Na+]